2-phenyl-N6-2-isopentenyl-adenine C1(=CC=CC=C1)C1=NC(=C2NC=NC2=N1)NCC=C(C)C